(1aR,5aR)-2-(2,4-Difluoro-phenyl)-1a,2,5,5a-tetrahydro-1H-2,3-diaza-cyclopropa[a]pentalene-4-carboxylic Acid [2-Hydroxy-1-(tetrahydro-pyran-4-yl)-ethyl]-amide OCC(C1CCOCC1)NC(=O)C=1C=2C[C@@H]3[C@H](C2N(N1)C1=C(C=C(C=C1)F)F)C3